FC1=C(C(=CC2=C1N=C(S2)N)F)F 4,5,6-trifluoro-benzo[d]thiazol-2-amine